N1C(CC1)C1=NC2=CC=CC(=C2C=C1)N1N=CC(=C1C(F)(F)F)C(=O)NC=1C=NC(=C(C1)Cl)N1N=CC=N1 1-(2-(azetidin-2-yl)quinolin-5-yl)-N-(5-chloro-6-(2H-1,2,3-triazol-2-yl)pyridin-3-yl)-5-(trifluoromethyl)-1H-pyrazole-4-carboxamide